C(C)(C)(C)OC(=O)N1CCC(CC1)=CC(=O)O 2-(1-tert-butoxycarbonyl-4-piperidylidene)acetic acid